((((3-fluorobicyclo(1.1.1)pentan-1-yl)methoxy)methanethioyl)amino)amine FC12CC(C1)(C2)COC(=S)NN